2-ethylhexyl-molybdenum dithiophosphate P(=S)([S-])([O-])[O-].C(C)C(C[Mo+3])CCCC